(1R,2S,5R)-2-isopropyl-N-(6-methoxy-5-methylpyridin-3-yl)-5-methylcyclohexane-1-carboxamide C(C)(C)[C@H]1[C@@H](C[C@@H](CC1)C)C(=O)NC=1C=NC(=C(C1)C)OC